6-morpholinopicolinic Acid O1CCN(CC1)C1=CC=CC(=N1)C(=O)O